ethyl 5-(4-((2-(3-((2-methoxy-4-(methylcarbamoyl)phenyl)amino)prop-1-yn-1-yl)-1-(2,2,2-trifluoroethyl)-1H-indol-4-yl)amino)piperidin-1-yl)pentanoate COC1=C(C=CC(=C1)C(NC)=O)NCC#CC=1N(C2=CC=CC(=C2C1)NC1CCN(CC1)CCCCC(=O)OCC)CC(F)(F)F